FC1=C(CNC(OC(C)(C)C)=O)C=CC(=C1)C=1C2=C(N=CN1)NC=C2 tert-butyl (2-fluoro-4-(7H-pyrrolo[2,3-d]pyrimidin-4-yl)benzyl)carbamate